5-((1-Acryloylazetidin-3-yl)methyl)-8-(2-isopropyl-4-methylpyridin-3-yl)-2-(5-methyl-1H-indazol-4-yl)-5,8-dihydropteridine-6,7-dione C(C=C)(=O)N1CC(C1)CN1C=2C=NC(=NC2N(C(C1=O)=O)C=1C(=NC=CC1C)C(C)C)C1=C2C=NNC2=CC=C1C